F[C@H]1[C@@H]2CCC(C[C@H]1N(C=1N=CC(=NC1)C1=C(C=C(C=C1)C1=CC(N(C1)C)=O)O)C)N2 4-[4-(5-{[(1S,2S,3R)-2-fluoro-8-azabicyclo[3.2.1]octan-3-yl](methyl)amino}pyrazin-2-yl)-3-hydroxyphenyl]-1-methyl-2,5-dihydro-1H-pyrrol-2-one